N1[C@@H](CCC1)C(=O)N[C@@H](CC(C)C)C(=O)OC methyl L-prolyl-L-leucinate